BrC=1N=C(NC1C)C=1C(=NC=CC1C1=CC=CC=C1)N1C[C@H](CC1)F (S)-3-(4-bromo-5-methyl-1H-imidazol-2-yl)-2-(3-fluoropyrrolidin-1-yl)-4-phenylpyridine